ethyl (S)-5-(((benzyloxy)carbonyl)amino)-3-oxohexanoate C(C1=CC=CC=C1)OC(=O)N[C@H](CC(CC(=O)OCC)=O)C